FC(C=1C=CC2=C(C1)OC1(CCCCC1)C1=C2N=C(S1)N)(F)F 7-(trifluoromethyl)spiro[chromeno[4,3-d]thiazole-4,1'-cyclohexan]-2-amine